FC1=C(C=CC(=C1)F)C1=C(C=CC=C1)C=1N=C2N(C=CC(=C2)C(=O)O)C1C 2-[2-(2,4-difluorophenyl)phenyl]-3-methyl-imidazo[1,2-a]pyridine-7-carboxylic acid